4-(4-aminophenyl)-N-benzyl-5-methylpyrimidine-2-amine NC1=CC=C(C=C1)C1=NC(=NC=C1C)NCC1=CC=CC=C1